2-(5-Azido-3-fluoro-2-(4-methoxybenzyloxy)phenyl)-1,3-dithiane N(=[N+]=[N-])C=1C=C(C(=C(C1)C1SCCCS1)OCC1=CC=C(C=C1)OC)F